tert-butyl 4-(1-(tosyloxy)ethyl)piperidine-1-carboxylate S(=O)(=O)(C1=CC=C(C)C=C1)OC(C)C1CCN(CC1)C(=O)OC(C)(C)C